tert-butyl 4-(6-((5-fluoro-4-(8-fluoro-4-isopropyl-3,4-dihydro-2H-benzo[b][1,4]oxazin-6-yl)pyrimidin-2-yl)amino)-2-propylpyridin-3-yl)piperidine-1-carboxylate FC=1C(=NC(=NC1)NC1=CC=C(C(=N1)CCC)C1CCN(CC1)C(=O)OC(C)(C)C)C1=CC2=C(OCCN2C(C)C)C(=C1)F